benzyl 3-[2-(azepan-1-yl)-4-(cyclopropanecarbonylamino) phenyl]-6,8-dihydro-5H-imidazo[1,5-a]pyrazine-7-carboxylate N1(CCCCCC1)C1=C(C=CC(=C1)NC(=O)C1CC1)C1=NC=C2N1CCN(C2)C(=O)OCC2=CC=CC=C2